ClC=1N=C(C=2N(C=3C=C4C(=CC3C2N1)C=CC=C4)C4=CC=CC=C4)C4=CC=CC=C4 2-chloro-4,5-diphenyl-5H-benzo[f]pyrimido[5,4-b]indole